(R)-benzyl (1-(6-chloropyridin-3-yl)-3-hydroxypropyl)carbamate ClC1=CC=C(C=N1)[C@@H](CCO)NC(OCC1=CC=CC=C1)=O